(3,5-di-tert-butyl-4-hydroxyphenyl)pentaerythritol propionate C(CC)(=O)O.C(C)(C)(C)C=1C=C(C=C(C1O)C(C)(C)C)C(O)C(CO)(CO)CO